F[B-](F)(F)F.ClC=1C=CC=CC1 3-Chlorobenzene tetrafluoroborate